C1=CC=CC=2C3=CC=CC=C3C(C12)COC(=O)N(CCCCCCCCCC)CC=O N-(9-fluorenylmethoxycarbonyl)-decylaminoacetaldehyde